C1(CC1)N1N=CC(=C1)[C@H]1OCC[C@H](C1)C1=C2C(N(C(=NC2=C(C=C1)C1=C(C=C(C=C1)C(F)(F)F)F)C)C)=O ((2S,4R)-2-(1-cyclopropyl-1H-pyrazol-4-yl)tetrahydro-2H-pyran-4-yl)-8-(2-fluoro-4-(trifluoromethyl)phenyl)-2,3-dimethylquinazolin-4(3H)-one